C(C)(C)(C)C=1C(=C(C=CC1)N1N=C2C(N=C(N=C2)C(=C)OC)=C1NC([O-])=O)C(C)(C)C di-tert-butyl(5-(1-methoxyvinyl)-2-phenyl-2H-pyrazolo[4,3-d]pyrimidin-3-yl)carbamate